(2,3-dihydroxypropyl) glyceryl ether C(C(O)CO)OCC(CO)O